3-(1'-(2-methoxybenzyl)-6-oxo-6,8-dihydro-2H,7H-spiro[furo[2,3-e]isoindole-3,4'-piperidin]-7-yl)piperidine-2,6-dione COC1=C(CN2CCC3(CC2)COC2=C4CN(C(C4=CC=C23)=O)C2C(NC(CC2)=O)=O)C=CC=C1